OC1C(C(C1(CC=C)CC=C)=O)(C)C 3-hydroxy-2,2-dimethyl-4,4-diallyl-cyclobutanone